FC=1C=C2C(N(C(=NC2=CC1)[C@H]1CN(CCC1)C(=O)OC(C)(C)C)C)=O tert-butyl (R)-3-(6-fluoro-3-methyl-4-oxo-3,4-dihydroquinazolin-2-yl)piperidine-1-carboxylate